(4-(4,4-difluoroazepan-1-yl)-2-((1-((dimethylamino)methyl)cyclopropyl)methoxy)-5,7-dihydro-6H-pyrrolo[3,4-d]pyrimidin-6-yl)(3-hydroxy-8-iodonaphthalen-1-yl)methanone FC1(CCN(CCC1)C=1C2=C(N=C(N1)OCC1(CC1)CN(C)C)CN(C2)C(=O)C2=CC(=CC1=CC=CC(=C21)I)O)F